platinum-aluminum oxide [O-2].[Al+3].[Pt+2]